(3,5-dichloropyridin-2-yl)-5-methyl-2,4-dihydro-3H-pyrazol-3-one ClC=1C(=NC=C(C1)Cl)N1N=C(CC1=O)C